N-[(3-Fluorophenyl)-methyl]-1-(2-methoxy-ethyl)-4-methyl-2-oxo-1H-quinoline-3-carboxylic acid amide FC=1C=C(C=CC1)CNC(=O)C=1C(N(C2=CC=CC=C2C1C)CCOC)=O